BrC1=C(C=C2C=NNC2=C1F)NC1=CC(=C(C=C1)F)OC 6-bromo-7-fluoro-N-(4-fluoro-3-methoxy-phenyl)-1H-indazol-5-amine